(3-(3-(4-chloro-2-methyl-2H-indazol-5-yl)-1H-pyrazolo[3,4-b]pyrazin-6-yl)-7-(3-fluoropyridin-2-yl)-3-azabicyclo[4.1.0]heptan-7-yl)methanamine ClC=1C2=CN(N=C2C=CC1C1=NNC2=NC(=CN=C21)N2CC1C(C1CC2)(C2=NC=CC=C2F)CN)C